ClC1=C(OCC2=NC=CC(=C2)C=2CN(CC2)CC2=NC3=C(N2CC=2OC=CN2)C=C(C=C3)C(=O)O)C=CC(=C1)Cl 2-[(3-{2-[(2,4-dichlorophenoxy)methyl]pyridin-4-yl}-2,5-dihydro-1H-pyrrol-1-yl)methyl]-1-[(1,3-oxazol-2-yl)methyl]-1H-1,3-benzodiazole-6-carboxylic acid